COCCOC1=NC=C(N=C1)C1=NC=CC=C1 2-(2-methoxyethoxy)-5-(pyridin-2-yl)pyrazine